N[C@@H]1[C@H](CN(CC1)C1=NC2=CC=C(C=C2C(=N1)C1=CC(=C(C#N)C=C1)F)C1=C(C=CC=C1C(F)(F)F)F)F 4-(2-((3S,4S)-4-amino-3-fluoropiperidin-1-yl)-6-(2-fluoro-6-(trifluoromethyl)phenyl)quinazolin-4-yl)-2-fluorobenzonitrile